FC=1C=C(C=CC1F)[C@H]1[C@@H](CN(C1)C(COC)C)NC(=O)NC1=C(C(=NN1C1=CC=CC=C1)OCC)C 1-((3S,4R)-4-(3,4-difluorophenyl)-1-(1-methoxypropan-2-yl)pyrrolidin-3-yl)-3-(3-ethoxy-4-methyl-1-phenyl-1H-pyrazol-5-yl)urea